2,12-dibromo-lysergic acid diethylamide C(C)N(C(=O)[C@H]1CN(C)[C@@H]2CC3=C(NC4=CC=C(C(C2=C1)=C34)Br)Br)CC